2-(1-mercaptoethyl)benzene-1,4-diol SC(C)C1=C(C=CC(=C1)O)O